8-acetyl-6-chloro-2-(morpholin-4-yl)-3,4-dihydroquinazolin-4-one C(C)(=O)C=1C=C(C=C2C(NC(=NC12)N1CCOCC1)=O)Cl